1-(4-fluorophenyl)-3,3-dimethyl-2,3-dihydro-1H-pyrrolo[3,2-b]pyridine-5-carboxamide FC1=CC=C(C=C1)N1CC(C2=NC(=CC=C21)C(=O)N)(C)C